3,5-bis(4-diethylaminobenzylidene)-1-methyl-4-azacyclohexane C(C)N(C1=CC=C(C=C2CC(CC(N2)=CC2=CC=C(C=C2)N(CC)CC)C)C=C1)CC